N=1N(C=C2C=CC=CC12)C#N Indazole-2-carbonitrile